N1C[C@H](CC1)C=O ((S)-pyrrolidin-3-yl)methanone